1-palmitoyl-2-arachidonoyl-sn-glycero-3-phosphate C(CCCCCCCCCCCCCCC)(=O)OC[C@@H](OC(CCC\C=C/C\C=C/C\C=C/C\C=C/CCCCC)=O)COP(=O)(O)O